N1C(=S)NC(=O)C1 2-thiohydantoin